(3R,4S)-4-fluoro-1-[1-(5-fluoropyridin-3-yl)ethyl]pyrrolidin F[C@H]1CCN(C1)C(C)C=1C=NC=C(C1)F